C(C1=CC=CC=C1)(=O)N1CCN(CC1)C1=NC=2C(=CC(=CC2C=2N1C=NN2)C)C(C)NC2=C(C(=O)O)C=CC=C2 2-((1-(5-(4-benzoylpiperazin-1-yl)-9-methyl-[1,2,4]triazolo[4,3-c]quinazolin-7-yl)ethyl)amino)benzoic acid